C(C)(C)(C)OC(=O)N1CC2=CC=CC(=C2CC1)CO 5-(hydroxymethyl)-3,4-dihydro-1H-isoquinoline-2-carboxylic acid tert-butyl ester